(3R,5S,E)-7-(5-cyclopropyl-7-(4-fluorophenyl)-2-methylbenzo[d]thiazol-6-yl)-3,5-dihydroxyhept-6-enoic acid sodium salt [Na+].C1(CC1)C=1C(=C(C2=C(N=C(S2)C)C1)C1=CC=C(C=C1)F)/C=C/[C@H](C[C@H](CC(=O)[O-])O)O